BrC=1C(N(C(=CC1OCC1=C(C=C(C=C1)F)F)C)C1=C(C=C(C=C1F)F)N(C)C)=O 3-bromo-4-[(2,4-difluorobenzyl)oxy]-1-[2-(dimethylamino)-4,6-difluorophenyl]-6-methylpyridin-2(1H)-one